6-[4-(3-Hydroxy-oxetan-3-yl)phenyl]-4-{[(3S)-piperidin-3-yl]amino}pyrido[3,2-d]pyrimidine-8-carboxamide OC1(COC1)C1=CC=C(C=C1)C=1C=C(C=2N=CN=C(C2N1)N[C@@H]1CNCCC1)C(=O)N